4-(3-ethyl-4-((3-fluorobenzyl)amino)-1-methyl-1H-pyrazolo[3,4-d]pyrimidin-6-yl)benzonitrile C(C)C1=NN(C2=NC(=NC(=C21)NCC2=CC(=CC=C2)F)C2=CC=C(C#N)C=C2)C